4-ethoxy-N-(2-methoxy-4-(1-morpholinylcyclopropyl)phenyl)-7H-pyrrolo[2,3-d]pyrimidin-2-amine C(C)OC=1C2=C(N=C(N1)NC1=C(C=C(C=C1)C1(CC1)N1CCOCC1)OC)NC=C2